5-((1-cyanocyclopropyl)methyl)-6-methyl-cyanopyridine C(#N)C1(CC1)CC=1C=CC(=NC1C)C#N